1-(6-Methyl-pyrimidin-4-yl)-cyclopropanecarbaldehyde CC1=CC(=NC=N1)C1(CC1)C=O